C(CCCCCCCCC=O)=O 1,10-Decandialdehyd